(13R)-13-methyl-8,14-dioxa-5,10,19,20,23-pentaazatetracyclo[13.5.2.12,6.018,21]tricosa-1(20),2,4,6(23),15,17,21-heptaen-9-one C[C@@H]1CCNC(OCC=2N=CC=C(C3=NNC4=CC=C(O1)C=C34)N2)=O